6-((4-chloro-1H-pyrazol-1-yl)methyl)-2-(3-methyl-1H-pyrazol-4-yl)-4-(2-methyl-2,8-diazaspiro[4.5]decan-8-yl)pyrido[3,4-d]pyrimidine ClC=1C=NN(C1)CC1=CC2=C(N=C(N=C2N2CCC3(CCN(C3)C)CC2)C=2C(=NNC2)C)C=N1